NC=1C=C(C=CC1)C1=CN=C2N1C=C(C=C2)OC(NC)=O (3-(3-Aminophenyl)imidazo[1,2-a]pyridin-6-yl)(methyl)carbamate